ClC1=CC(=NC=C1)CNC(=O)C(=O)OC methyl [[(4-chloropyridin-2-yl)methyl]carbamoyl]formate